ClC1=CC=C(S1)CNC1=CC(=NN1C(C(C)(C)C)=O)C1CC2CCC(C1)N2S(=O)(=O)C 1-(5-{[(5-chlorothiophen-2-yl)methyl]amino}-3-{8-methanesulfonyl-8-azabicyclo[3.2.1]octan-3-yl}-1H-pyrazol-1-yl)-2,2-dimethylpropan-1-one